benzyl 12-[[2-[3-[3-(tert-butoxycarbonylamino)propylamino]-3-oxo-propoxy]-1,1-bis[[3-[3-(tert-butoxycarbonylamino)propylamino]-3-oxo-propoxy]methyl]ethyl]amino]-12-oxo-dodecanoate C(C)(C)(C)OC(=O)NCCCNC(CCOCC(COCCC(NCCCNC(=O)OC(C)(C)C)=O)(COCCC(=O)NCCCNC(=O)OC(C)(C)C)NC(CCCCCCCCCCC(=O)OCC1=CC=CC=C1)=O)=O